N-(3,5-dichloro-4-(2,6-dioxopiperidin-3-yl)benzyl)-2-(3-fluoro-4-sulfamoylphenyl)-2-methylpropanamide ClC=1C=C(CNC(C(C)(C)C2=CC(=C(C=C2)S(N)(=O)=O)F)=O)C=C(C1C1C(NC(CC1)=O)=O)Cl